CN(CCC(=O)OC(CCC\C=C/CCCCC)C(CCC\C=C/CCCCC)(O)CCC\C=C/CCCCC)C (6Z,16Z)-12-((Z)-dec-4-enyl)-12-hydroxydocosa-6,16-dien-11-yl 3-(dimethylamino)propanoate